2-((3-bromo-1-methyl-1H-pyrazol-4-yl)methyl)-6-(pyrrolidin-1-yl)imidazo[1,2-a]pyrazine BrC1=NN(C=C1CC=1N=C2N(C=C(N=C2)N2CCCC2)C1)C